N1C=NC=C1C(=O)OCC ethyl 1H-imidazole-5-carboxylate